Dichlorohydroxy-s-triazin ClC1=NC(=NC(=N1)O)Cl